FC1=CC=C(C=C1)C=1N=C(N2C1C1=CC(=C(C=C1CC2)OC)C=2N=NN(N2)C)C(=O)O 1-(4-fluorophenyl)-8-methoxy-9-(2-methyl-2H-tetrazol-5-yl)-5,6-dihydroimidazo[5,1-a]isoquinoline-3-carboxylic acid